(S)-4-chloro-5-((2,2-difluorocyclopropyl)methyl)-7-iodo-2-(2-methyl-2H-indazol-5-yl)-2,5-dihydro-3H-pyrrolo[3,2-c]pyridazin-3-one ClC1=C2C(=NN(C1=O)C1=CC3=CN(N=C3C=C1)C)C(=CN2C[C@H]2C(C2)(F)F)I